CN(CC[N+](C)(C)CCOCC)C 2-(Dimethylamino)-N-(2-ethoxyethyl)-N,N-dimethylethan-1-aminium